CN1C=NC2=CC=C(C=C2C1=O)C1=CC=CC=2N1N=CC2C(=O)N2CCCCC2 3-methyl-6-(3-(piperidine-1-carbonyl)pyrazolo[1,5-a]pyridin-7-yl)quinazolin-4(3H)-one